O=P1(OCC(COOC1)CO)C1CCCCCCC1 1-oxo-4-hydroxymethyl-2,6,7-trioxa-1-phosphabicyclooctane